NC=1C=2N(C=CN1)C(=NC2C2=CC=C(C=C2)[C@](C)(C2=CC(=CC=C2)C(F)(F)F)O)[C@H]2CN1[C@@H](CO2)CCC1=O (3R,8aR)-3-[8-Amino-1-(4-{(1R)-1-hydroxy-1-[3-(trifluoromethyl)phenyl]ethyl}phenyl)imidazo[1,5-a]pyrazin-3-yl]hexahydro-6H-pyrrolo[2,1-c][1,4]oxazin-6-on